BrC=1C=C(NC1Br)C(=O)O 4,5-dibromo-1H-pyrrole-2-carboxylic acid